OC1=CC=C(C=C1)CNC([C@H](COC)NC(C)=O)=O N-[(4S)-7-(4-hydroxyphenyl)-5-oxo-6-aza-2-oxahept-4-yl]acetamide